(1R,2R)-2-aminocyclopentan-1-ol-HCl Cl.N[C@H]1[C@@H](CCC1)O